CC(C(=O)N1CCC(=CC1)C1=CN=C(S1)NC(=O)C1N2C=CC=C2C(CC1)=O)C N-[5-[1-(2-methylpropionyl)-3,6-dihydro-2H-pyridin-4-yl]thiazol-2-yl]-8-oxo-6,7-dihydro-5H-indolizine-5-carboxamide